FC1=C(C=CC(=C1)F)CNC(=O)C=1C(C(=C2N(C[C@H]3N(C2=O)[C@@H](CO3)C(C)C)C1)O)=O (3R,11aS)-N-[(2,4-Difluorophenyl)methyl]-6-hydroxy-3-(1-methylethyl)-5,7-dioxo-2,3,5,7,11,11a-hexahydro[1,3]oxazolo[3,2-a]pyrido[1,2-d]pyrazine-8-carboxamide